[Na].CN1C(=NN(C1=O)C(=O)NS(=O)(=O)C1=C(C(=O)OC)C=CC=C1)OCCC methyl 2-({[(4-methyl-5-oxo-3-propoxy-4,5-dihydro-1H-1,2,4-triazol-1-yl)carbonyl] amino}sulfonyl)benzoate sodium salt